ClC1=CC=C(C=C1)C=1N=C(C=2N(C1)N=C(N2)NC(CO)(C)C)C=2C=NN(C2)C 2-((6-(4-chlorophenyl)-8-(1-methyl-1H-pyrazol-4-yl)-[1,2,4]triazolo[1,5-a]pyrazin-2-yl)amino)-2-methylpropan-1-ol